NC1=C(C=C(C=C1C(=O)N)C1=CC=NC=C1)C1=CC(=CC=C1)O 2-amino-3'-hydroxy-5-(pyridin-4-yl)-[1,1'-biphenyl]-3-carboxamide